1-(4-((4-((4-((2-((2R,6S)-2,6-dimethylmorpholino)pyridin-4-yl)oxy)-2-fluorophenyl)amino)-7-methoxyquinazolin-6-yl)oxy)piperidin-1-yl)prop-2-en-1-one C[C@H]1O[C@H](CN(C1)C1=NC=CC(=C1)OC1=CC(=C(C=C1)NC1=NC=NC2=CC(=C(C=C12)OC1CCN(CC1)C(C=C)=O)OC)F)C